(cyclohexyloxy)pyrazolo[1,5-a][1,3,5]triazin-4-amine C1(CCCCC1)OC1=NC=2N(C(=N1)N)N=CC2